FC1=C(C(=O)O)C=C(C=C1)NC(C1=C(C=C(C=C1)C(F)(F)F)OC1=C(C=C(C=C1)F)C)=O 2-fluoro-5-(2-(4-fluoro-2-methylphenoxy)-4-(trifluoromethyl)benzamido)benzoic acid